BrC(C(=O)NS(=O)(=O)C1=CC=C(C=C1)Cl)CC N-(2-bromo-butyryl)-4-chloro-benzenesulfonamide